S(=O)(=O)(OCC)OC ETHYL METHYL sulfate